ClC1=CC(=C(C=C1)[C@H]1OC2=C(C=CC=C2C(=C1)F)C1CCN(CC1)CC1=NC2=C(N1CC1(CC1)CF)C=C(C=C2)C(=O)O)OC (S)-2-((4-(2-(4-chloro-2-methoxyphenyl)-4-fluoro-2H-chromene-8-yl)piperidin-1-yl)methyl)-1-((1-(fluoromethyl)cyclopropyl)methyl)-1H-benzo[d]imidazole-6-carboxylic acid